secondary butyl α-hydroxyisobutyrate OC(C(=O)OC(C)CC)(C)C